3-(dipropylamino)propane C(CC)N(CCC)CCC